CC=1NC(=C(C1C(C)=O)C1=CC2=CC=CC=C2C=C1)C1=NC2=NC(=NC=C2N1)N1CCN(CC1)C 1-{2-methyl-5-[2-(4-methylpiperazin-1-yl)-7H-purin-8-yl]-4-(naphthalen-2-yl)-1H-pyrrol-3-yl}ethan-1-one